ClC1=C(C=C(C=C1NC1=NC=2N(C(=N1)NCC)N=CC2C#N)C#N)N2[C@H](CN(CC2)C(=O)OC)C Methyl (3S)-4-(2-chloro-5-cyano-3-{[8-cyano-4-(ethylamino)pyrazolo[1,5-a][1,3,5]triazin-2-yl]amino}phenyl)-3-methylpiperazine-1-carboxylate